CC1=CC2=C(C3=CC=CC=C3C(=C2C=C1C)OC(CCCCCCCCC)=O)OC(CCCCCCCCC)=O 2,3-dimethyl-9,10-bis(n-decanoyloxy)anthracene